COC=1C=C2C(=CC=NC2=CC1)N[C@H]1CNCC1 (3R)-3-[(6-methoxy-4-quinolyl)amino]Pyrrolidine